FC(OC=1C=2N(C=C(C1)C(F)(F)F)C[C@@]1(CSCC3=CC(=CC=C13)F)N2)F (S)-8-(Difluoromethoxy)-7'-fluoro-6-(trifluoromethyl)-3H-spiro[imidazo[1,2-a]pyridin-2,4'-isothiochroman]